N-(9-((1S,3R,4S)-4-((tert-butyldiphenylsilyl)oxy)-3-(hydroxymethyl)-2-methylenecyclopentyl)-6-oxo-6,9-dihydro-1H-purin-2-yl)benzamide [Si](C1=CC=CC=C1)(C1=CC=CC=C1)(C(C)(C)C)O[C@@H]1[C@H](C([C@H](C1)N1C=2N=C(NC(C2N=C1)=O)NC(C1=CC=CC=C1)=O)=C)CO